CN1N=C(C(=C1C)O)C1=CC(=CC=C1)C1=CC=NC=C1 1,5-Dimethyl-3-(3-(pyridin-4-yl)phenyl)-pyrazol-4-ol